C1C(CC12CCNCC2)N2CCC(CC2)COC2=CC(=C1C(NC(=NC1=C2)CSC2CCOCC2)=O)F 7-((1-(7-azaspiro[3.5]nonan-2-yl)piperidin-4-yl)methoxy)-5-fluoro-2-(((tetrahydro-2H-pyran-4-yl)thio)methyl)quinazolin-4(3H)-one